C1(CC1)CC1C2=C(C3=CN(C(C=C3C(O1)CC(=O)OCC)=O)C)C=CC(=C2)OC Ethyl 2-(7-(cyclopropylmethyl)-9-methoxy-2-methyl-3-oxo-2,3,5,7-tetrahydrobenzo[5,6]oxepino[4,3-c]pyridin-5-yl)acetate